5-((R)-(((S)-tert-butylsulfinyl)amino)(cyclopropyl)methyl)thiophene-3-carboxamidine C(C)(C)(C)[S@](=O)N[C@@H](C1=CC(=CS1)C(=N)N)C1CC1